ClC1=CC=C(C=C1)C(C(F)C1=NOC(=N1)CN1C(N(C=C(C1=O)C)C)=O)O 3-((3-(2-(4-chlorophenyl)-1-fluoro-2-hydroxyethyl)-1,2,4-oxadiazol-5-yl)methyl)-1,5-dimethylpyrimidine-2,4(1h,3h)-dione